1-(4-methoxybenzyl)-1-(3-morpholinobenzyl)urea COC1=CC=C(CN(C(=O)N)CC2=CC(=CC=C2)N2CCOCC2)C=C1